1-acetyl-5-fluoro-3,3-dimethyl-indolin-2-one C(C)(=O)N1C(C(C2=CC(=CC=C12)F)(C)C)=O